BrC=1N=C(C=2N(C1)C(=CN2)C)CC2=C(C=C(C(=C2)F)Cl)F 6-bromo-8-[(4-chloro-2,5-difluorophenyl)methyl]-3-methylimidazo[1,2-a]pyrazine